ClC=1C=C(C(=NC1)OC)N1CCNCC1 1-(5-chloro-2-methoxypyridin-3-yl)piperazine